2-[3-ethylsulfonyl-7-(trifluoromethyl)imidazo[1,2-a]pyridin-2-yl]-3-methyl-6-(tri-fluoromethyl)imidazo[4,5-c]pyridine C(C)S(=O)(=O)C1=C(N=C2N1C=CC(=C2)C(F)(F)F)C2=NC1=C(C=NC(=C1)C(F)(F)F)N2C